2-(4-((2,5-Dioxo-3-(4-(trifluoromethoxy)phenyl)imidazolidin-1-yl)methyl)-2,6-dimethylphenoxy)-2-methylpropionic Acid O=C1N(C(CN1C1=CC=C(C=C1)OC(F)(F)F)=O)CC1=CC(=C(OC(C(=O)O)(C)C)C(=C1)C)C